NC1=CC=C(C(=O)NC([O-])=O)C=C1 p-aminobenzoylcarbamat